N1=CC=NC(=C1)C#N pyrazine-5-carbonitrile